5-Chloro-N-ethyl-4-[[3-(3-hydroxy-3-methyl-butyl)-1-methyl-2-oxo-benzimidazol-5-yl]amino]pyridin-2-carboxamid ClC=1C(=CC(=NC1)C(=O)NCC)NC1=CC2=C(N(C(N2CCC(C)(C)O)=O)C)C=C1